FC1=C(C(=O)NCC2=CC=C(C=C2)F)C=C(C=C1)C#N 2-Fluoro-5-cyano-N-[(4-fluorophenyl)methyl]benzamide